N-(4-fluorobenzyl)-3-iodopyrazolo[1,5-a]pyrimidin-5-amine FC1=CC=C(CNC2=NC=3N(C=C2)N=CC3I)C=C1